prop-2-en-1-yl 2,3-di-O-benzoyl-alpha-D-galactopyranoside C(C1=CC=CC=C1)(=O)O[C@H]1[C@@H](OCC=C)O[C@@H]([C@@H]([C@@H]1OC(C1=CC=CC=C1)=O)O)CO